2-(3-chlorophenyl)-2,2-difluoro-1-phenylethyl ((2S)-1-(((2S)-4-amino-3-hydroxy-4-oxo-1-((S)-2-oxopyrrolidin-3-yl)butan-2-yl)amino)-4-methyl-1-oxopentan-2-yl)carbamate NC(C([C@H](C[C@H]1C(NCC1)=O)NC([C@H](CC(C)C)NC(OC(C(F)(F)C1=CC(=CC=C1)Cl)C1=CC=CC=C1)=O)=O)O)=O